3-(5-(((S)-1-((4-Chloro-2-methylquinolin-6-yl)methyl)pyrrolidin-3-yl)oxy)-1-oxoisoindolin-2-yl)piperidine-2,6-dione ClC1=CC(=NC2=CC=C(C=C12)CN1C[C@H](CC1)OC=1C=C2CN(C(C2=CC1)=O)C1C(NC(CC1)=O)=O)C